FC(C1=CC(=NN1C)C1=NC(=NO1)C1(CC1)C1=C(C=CC(=C1)F)C)F 5-[5-(difluoromethyl)-1-methyl-1H-pyrazol-3-yl]-3-[1-(5-fluoro-2-methylphenyl)cyclopropyl]-1,2,4-oxadiazole